Cl.ClC1=C(C=C(C(=C1)CNC1(CC1)C=1C=NC=CC1C1=C(C=CC=C1)OC1CC1)Cl)CCCCCNC(=O)NC[C@@H]([C@H]([C@@H]([C@@H](CO)O)O)O)O 1-(5-[2,5-dichloro-4-[([1-[4-(2-cyclopropoxyphenyl)pyridin-3-yl]cyclopropyl]amino)methyl]phenyl]pentyl)-3-[(2S,3R,4R,5R)-2,3,4,5,6-pentahydroxyhexyl]urea hydrochloride